COCC=1C=C(CN2CC3=CC=CC=C3C2)C=CC1OCC1CCN(CC1)S(=O)(=O)C 2-(3-(Methoxymethyl)-4-((1-(methylsulfonyl)piperidin-4-yl)methoxy)benzyl)isoindoline